zirconium tetrakis(isopropylacetoacetate) C(C)(C)CC(CC(=O)[O-])=O.C(C)(C)CC(CC(=O)[O-])=O.C(C)(C)CC(CC(=O)[O-])=O.C(C)(C)CC(CC(=O)[O-])=O.[Zr+4]